C1(=CC=CC=C1)S(=O)(=O)OC(C(C(OC(C1=CC=CC=C1)=O)C1=CC=CC=C1)(C)C)C1=CC=CC=C1 2,2-dimethyl-1,3-diphenyl-1,3-propanediol benzoate benzenesulfonate